(E)-2,4-bis(trichloromethyl)-6-[2-(3,4-dimethoxyphenyl)vinyl]-1,3,5-triazine ClC(C1=NC(=NC(=N1)C(Cl)(Cl)Cl)\C=C\C1=CC(=C(C=C1)OC)OC)(Cl)Cl